1'-[oxo-bis(methylene)]bisbenzene O(CC1=CC=CC=C1)CC1=CC=CC=C1